C(C)(C)(C)OC(CCC(C(=O)N)N1C(C2=CC=C(C=C2C1)C1=NC=C(C(=C1)CO)Cl)=O)=O tert-butyl-5-amino-4-(5-(5-chloro-4-(hydroxymethyl)pyridin-2-yl)-1-oxoisoindolin-2-yl)-5-oxopentanoate